(S)-N1-(7-((1-acetyl-3-hydroxyazetidin-3-yl)ethynyl)-5-methyl-4-oxo-2,3,4,5-tetrahydrobenzo[b][1,4]oxazepin-3-yl)-N2-phenethyloxalamide C(C)(=O)N1CC(C1)(O)C#CC1=CC2=C(OC[C@@H](C(N2C)=O)NC(C(=O)NCCC2=CC=CC=C2)=O)C=C1